6-fluoro-N-([2-(2-methyl-5-phenyl-1,3-thiazole-4-carbonyl)-2-azabicyclo[3.1.1]heptan-3-yl]methyl)-1,3-benzothiazol-2-amine FC1=CC2=C(N=C(S2)NCC2N(C3CC(C2)C3)C(=O)C=3N=C(SC3C3=CC=CC=C3)C)C=C1